O1CCN(CC1)C1=NC=CC=N1 morpholinopyrimidin